C(C)OC(=O)C1=NC2=CC=CC=C2N=C1SC1=C(C=C(C=C1)Cl)Cl 2-ethoxycarbonyl-3-(2,4-dichlorophenylthio)-quinoxaline